Methyl (E)-2-[2-(3-(3-iodopyridin-2-yloxy) phenoxy) phenyl]-3-methoxyacrylate IC=1C(=NC=CC1)OC=1C=C(OC2=C(C=CC=C2)/C(/C(=O)OC)=C\OC)C=CC1